[4-[2-[(3S,8aR)-7-[3-chloro-2-fluoro-6-(tetrazol-1-yl)phenyl]-5-oxo-2,3,8,8a-tetrahydro-1H-indolizin-3-yl]-1H-imidazol-5-yl]-3-fluoro-2-pyridyl]methyl (2S)-2-amino-3-methyl-butanoate N[C@H](C(=O)OCC1=NC=CC(=C1F)C1=CN=C(N1)[C@@H]1CC[C@@H]2CC(=CC(N12)=O)C1=C(C(=CC=C1N1N=NN=C1)Cl)F)C(C)C